butyl ((3-(3-(azepan-1-yl)-5-methyl-6-(3-methylthiophen-2-yl)pyridazine-4-carboxamido)phenyl)(methyl)(oxo)-λ6-sulfaneylidene)carbamate N1(CCCCCC1)C=1N=NC(=C(C1C(=O)NC=1C=C(C=CC1)S(=O)(C)=NC(OCCCC)=O)C)C=1SC=CC1C